ClC1=CC=CC(=N1)N1N=C(C=C1)CC(=O)OCC ethyl 2-(1-(6-chloropyridin-2-yl)-1H-pyrazol-3-yl)acetate